5-[5-[tert-butyl(dimethyl)silyl]oxy-2-fluoro-phenyl]-6-chloro-7-methyl-1,3-dihydro-1,4-benzodiazepin-2-one [Si](C)(C)(C(C)(C)C)OC=1C=CC(=C(C1)C1=NCC(NC2=C1C(=C(C=C2)C)Cl)=O)F